ClC1=CC=C(C(=N1)C(=O)O)NC(C)C=1C=C(C=C2C(C(=C(OC12)C1=NC=CC=C1)C)=O)C(F)(F)F 6-Chloro-3-[1-[3-methyl-4-oxo-2-(2-pyridyl)-6-(trifluoromethyl)chromen-8-yl]ethylamino]pyridine-2-carboxylic acid